N1=CN=C(C2=C1NC=C2)NC2=C(C=CC(=C2)C#CC(C)(C=2SC=CN2)O)N2CC(CCC2)C#N 1-(2-((7H-pyrrolo[2,3-d]pyrimidin-4-yl)amino)-4-(3-hydroxy-3-(thiazol-2-yl)but-1-yn-1-yl)phenyl)piperidine-3-carbonitrile